di-bromoperylene BrC1=C(C=2C=3C=CC=C4C=CC=C(C5=CC=CC(=C1)C52)C43)Br